C(CC)(=O)OCCCC(CC)CC 4D-2-ethylhexyl propionate